O=C(CNC(=O)C1=CC=CC2=CC=CC=C12)NC1=C(C=CC=C1)C(NC1=CC=CC=C1)=O N-(2-oxo-2-((2-(phenylcarbamoyl)phenyl)amino)ethyl)-1-naphthamide